3,4-Epoxycyclohexylmethyl-3,4-epoxycyclohexylamine C1(CC2C(CC1)O2)CNC2CC1C(CC2)O1